phenyltetraethylene glycol acrylate C(C=C)(=O)O.C1(=CC=CC=C1)C(COCCOCCOCCO)O